(S)-2,3-dimethyl-6-(5-(1-methyl-1H-pyrazol-4-yl)-4-oxa-7-azaspiro[2.5]oct-7-yl)-8-(2,4,5-trifluorophenyl)pyrido[3,4-d]pyrimidin-4(3H)-one CC=1N(C(C2=C(N1)C(=NC(=C2)N2C[C@@H](OC1(CC1)C2)C=2C=NN(C2)C)C2=C(C=C(C(=C2)F)F)F)=O)C